C1CC(=O)CCC1NC(=O)OCC2=CC=CC=C2 4-N-Cbz-cyclohexanone